FCCCN1CC(C1)CC1=CC=C(C=C1)B1OC(C(O1)(C)C)(C)C 1-(3-fluoropropyl)-3-(4-(4,4,5,5-tetramethyl-1,3,2-dioxaborolan-2-yl)benzyl)azetidine